N-ethyl-N-[(triethoxysilyl)methyl]ethylamine C(C)N(C[Si](OCC)(OCC)OCC)CC